ClC1=C(CN[C@@H](CCOCCCCC2=NC=3NCCCC3C=C2)C(=O)O)C(=CN=C1)F N-(3-chloro-5-fluoroisonicotinyl)-O-(4-(5,6,7,8-tetrahydro-1,8-naphthyridin-2-yl)butyl)-L-homoserine